COCOC=1C=C(C=CC1)C=1CCC(CC1)CC1=NC2=C(N1C[C@H]1OCC1)C=C(C=C2)C(=O)OC methyl 2-((3'-(methoxymethoxy)-2,3,4,5-tetrahydro-[1,1'-biphenyl]-4-yl) methyl)-1-(((S)-oxetan-2-yl) methyl)-1H-benzo[d]imidazole-6-carboxylate